C(CCC)C=1OC2=C(C1C(=O)C1=CC(=C(C(=C1)I)OCCN(CC)CC)I)C=CC=C2 (2-butylbenzofuran-3-yl)(4-(2-(diethylamino)ethoxy)-3,5-diiodophenyl)-methanone